1,5-dimethyl-1H-pyrrole-2-carbonitrile CN1C(=CC=C1C)C#N